ClC1=C(COCCC2=C(C=C(C(=C2)B2OC(C(O2)(C)C)(C)C)F)CC(=O)OCC)C=C(C=C1)COC1=NC(=CC=C1)Cl ethyl 2-(2-(2-((2-chloro-5-(((6-chloropyridin-2-yl)oxy)methyl)benzyl)oxy)ethyl)-5-fluoro-4-(4,4,5,5-tetramethyl-1,3,2-dioxaborolan-2-yl)phenyl)acetate